1-((3,3-difluorocyclopentyl)methyl)-3-(1,1-difluoropropan-2-yl)-4-methyl-N-(2-(methylsulfonyl)pyridin-4-yl)-1H-pyrazole-5-carboxamide FC1(CC(CC1)CN1N=C(C(=C1C(=O)NC1=CC(=NC=C1)S(=O)(=O)C)C)C(C(F)F)C)F